1-(7-(4-fluorophenoxy)-6-methyl-3,4-dihydroisoquinolin-2(1H)-yl)prop-2-en-1-one FC1=CC=C(OC2=C(C=C3CCN(CC3=C2)C(C=C)=O)C)C=C1